(R)-3-(3-(difluoromethoxy)phenyl)-1-isopropyl-N-(3-methyl-1,1-dioxidothietan-3-yl)-4,5,6,7-tetrahydro-1H-indazole-6-carboxamide FC(OC=1C=C(C=CC1)C1=NN(C=2C[C@@H](CCC12)C(=O)NC1(CS(C1)(=O)=O)C)C(C)C)F